4-(azidomethyl)-1,7-dichloroheptane N(=[N+]=[N-])CC(CCCCl)CCCCl